COC1=C(OCCBr)C=C(C=C1)[N+](=O)[O-] 2-(2-methoxy-5-nitro-phenoxy)bromoethane